NC1=NC2=C(C=3N1N=C(N3)C=3OC=CC3)C=NN2C(C(=O)NC[C@@H]2OCCC2)(C)C2=CC=CC=C2 2-(5-amino-2-(furan-2-yl)-7H-pyrazolo[4,3-e][1,2,4]triazolo[1,5-c]pyrimidin-7-yl)-2-phenyl-N-(((R)-tetrahydrofuran-2-yl)methyl)propanamide